O1CCCC12CCN(CC2)CC2=CC(=C(CNC1=C3C(N(C(C3=CC=C1)=O)C1C(NC(CC1)=O)=O)=O)C=C2)F 4-(4-(1-oxa-8-azaspiro[4.5]decan-8-ylmethyl)-2-fluorobenzylamino)-2-(2,6-dioxopiperidin-3-yl)isoindoline-1,3-dione